1',8-dimethyl-6-(pyrimidin-4-ylamino)-2H-spiro[imidazo[1,5-a]pyridine-3,3'-piperidine]-1,5-dione CN1CC2(CCC1)NC(C=1N2C(C(=CC1C)NC1=NC=NC=C1)=O)=O